oxo-2,3-dihydro-1H-indene-5-carboxylic acid methyl ester COC(=O)C=1C=C2CCC(C2=CC1)=O